C(C)[C@H]1N(C[C@@H]2N(C1)C(N(C2)C2(CCC2)C(F)(F)F)=O)C(=O)OC(C)(C)C tert-butyl (6R,8aR)-6-ethyl-3-oxo-2-[1-(trifluoromethyl)cyclobutyl]-5,6,8,8a-tetrahydro-1H-imidazo[1,5-a]pyrazine-7-carboxylate